C(CCC)N1C=2C=CC(=CC2C(C2=CC=CC=C12)=C(C(NCCOCCOCCOCCOCCOCCOC(C(=C)C)=O)=O)C#N)OC.C1(CCCC1)C1NCCC(C1)C(F)(F)F 2-cyclopentyl-4-(trifluoromethyl)piperidine 1-(10-butyl-2-methoxyacridin-9(10H)-ylidene)-1-cyano-2-oxo-6,9,12,15,18-pentaoxa-3-azaicosan-20-yl-methacrylate